C(N)(=N)C=1C=C(SC1)CNC(=O)C1N(C2CC2(C1)C)C(CNC(=O)C=1C=C2CCCOC2=CC1)=O N-((4-carbamimidoylthiophen-2-yl)methyl)-2-((chromane-6-carbonyl)glycyl)-5-methyl-2-azabicyclo[3.1.0]hexane-3-carboxamide